7,3'-dihydroxy-5'-methoxyisoflavone OC1=CC=C2C(C(=COC2=C1)C1=CC(=CC(=C1)OC)O)=O